sodium (ammonium) dihydrogen phosphate P(=O)(O)(O)[O-].[NH4+].[Na]